C(C)[C@@H]1[C@H](C[C@H](N(C1)C1=CC(N(C=2C=CC(=NC12)C#N)C)=O)C)OC1=NC=C(C=C1)OC(C)C |&1:2| 8-((2R,4S,SR)-5-ethyl-4-((5-isopropoxypyridin-2-yl)oxy)-2-methylpiperidin-1-yl)-5-methyl-6-oxo-5,6-dihydro-1,5-naphthyridine-2-carbonitrile